1,2-Dimethylcyclohexan CC1C(CCCC1)C